4-(3-bromo-4-fluorophenyl)-3-(3-nitrobenzyl)1,2,4-oxadiazol-5(4H)-one BrC=1C=C(C=CC1F)N1C(=NOC1=O)CC1=CC(=CC=C1)[N+](=O)[O-]